2-(5-Cyclopropylpyrimidin-2-yl)-6-(3-methoxy-2-methylphenyl)-5,7-dimethyl-2,6-dihydro-1H-pyrrolo[3,4-d]pyridazin-1-one C1(CC1)C=1C=NC(=NC1)N1N=CC=2C(C1=O)=C(N(C2C)C2=C(C(=CC=C2)OC)C)C